Fmoc-3-amino-2-(tert-butoxymethyl)propionic acid C(=O)(OCC1C2=CC=CC=C2C2=CC=CC=C12)C(C(=O)O)(CN)COC(C)(C)C